C(CCCCCCC\C=C/CCCCCCCC)C(CCN(C)C)CCCCCCCCC\C=C/CCCCCCCC (2,3-Dioleyl-propyl)-trimethylamine